C1=CC=CC=2OC3=CC=CC=C3N(C12)C(=O)[O-] phenoxazine-10-carboxylate